N-(5-(2-chloropyrimidin-4-yl)-4-(4-fluorophenyl)thiazol-2-yl)propane-2-sulfonamide ClC1=NC=CC(=N1)C1=C(N=C(S1)NS(=O)(=O)C(C)C)C1=CC=C(C=C1)F